FC1=CC(=CC2=C1N(C(N2)=O)C2CC(C2)(C)O)OCCN2CCC1(CC2)C(NC2=CC=C(C=C21)F)=O 7-fluoro-5-{2-(5-fluoro-2-oxospiro[indoline-3,4'-piperidin]-1'-yl)ethoxy}-1-[(cis)-3-hydroxy-3-methylcyclobutyl]-1,3-dihydro-1,3-benzimidazol-2-one